1,2-dimyristoyl-sn-glycero-3-phosphoethanolamine sodium salt [Na].C(CCCCCCCCCCCCC)(=O)OC[C@@H](OC(CCCCCCCCCCCCC)=O)COP(=O)(O)OCCN